FC1=CC2=C(N(C(CO2)=O)CC#C)C=C1N1C(N(C(C1=O)=O)CCC)=S [7-fluoro-3-oxo-4-(prop-2-yn-1-yl)-3,4-dihydro-2H-1,4-benzoxazin-6-yl]-3-propyl-2-thioxoimidazolidine-4,5-dione